2,3-dihydrobenzo[d]isothiazole-4-carboxamide S1NCC=2C1=CC=CC2C(=O)N